3-[4-(4-{[1,4'-bipiperidin]-4-yl}piperazin-1-yl)-3-methyl-2-oxo-1,3-benzodiazol-1-yl]piperidine-2,6-dione N1(CCC(CC1)N1CCN(CC1)C1=CC=CC=2N(C(N(C21)C)=O)C2C(NC(CC2)=O)=O)C2CCNCC2